5-(1H-indol-3-yl)-2-(2-nitrophenyl)oxazole-4-carboxylic acid N1C=C(C2=CC=CC=C12)C1=C(N=C(O1)C1=C(C=CC=C1)[N+](=O)[O-])C(=O)O